BrCCOC1=C(C#N)C=C(C=C1Cl)C(C)(C1=CC=C(C=C1)OCC1=NC(=NC=C1)SC)C 2-(2-bromoethoxy)-3-chloro-5-[1-methyl-1-[4-[(2-methylsulfanylpyrimidin-4-yl)methoxy]phenyl]ethyl]benzonitrile